2-((6,8-di-tert-butyl-4-oxochroman-3-yl)methoxyl)isoindoline C(C)(C)(C)C=1C=C2C(C(COC2=C(C1)C(C)(C)C)CON1CC2=CC=CC=C2C1)=O